4-[(1-methylethyl)amino]-3-aminobenzaldehyde CC(C)NC1=C(C=C(C=O)C=C1)N